5,6-dimethoxybenzo[d]thiazole COC=1C(=CC2=C(N=CS2)C1)OC